4-Chloro-7-(4-{4-[(2S)-2-(dibutoxymethyl)morpholin-4-yl]phenyl}piperidin-1-yl)-1H-indole-3-carbonitrile ClC1=C2C(=CNC2=C(C=C1)N1CCC(CC1)C1=CC=C(C=C1)N1C[C@H](OCC1)C(OCCCC)OCCCC)C#N